NC1=C(C2=C(S1)C(=CC=C2C=2C1=C(C=3C=NC(=NC3C2Cl)OC[C@]23CCCN3CC(C2)=C)COC1)F)C#N 2-Amino-4-(5-chloro-3-(((S)-2-methylidenetetrahydro-1H-pyrrolizin-7a(5H)-yl)methoxy)-7,9-dihydrofuro[3,4-f]quinazolin-6-yl)-7-fluorobenzo[b]thiophene-3-carbonitrile